N-(5-(4-chlorobenzyl)-1,3,4-thiadiazol-2-yl)-2-methylnicotinamide ClC1=CC=C(CC2=NN=C(S2)NC(C2=C(N=CC=C2)C)=O)C=C1